N-methylacetamide CNC(C)=O